8-(2,4-dichlorophenyl)-9-(4-((1-(3,3,3-trifluoropropyl)azetidin-3-ylidene)methyl)phenyl)-6,7-dihydro-5H-benzo[7]annulene-3-carboxylic acid ClC1=C(C=CC(=C1)Cl)C=1CCCC2=C(C1C1=CC=C(C=C1)C=C1CN(C1)CCC(F)(F)F)C=CC(=C2)C(=O)O